(6Ar,10aR)-3-(4-aminobutyl)-9-methyl-6-methylidene-6a,7,8,10a-tetrahydrobenzo[c]chromen-1-ol NCCCCC=1C=C(C=2[C@H]3[C@H](C(OC2C1)=C)CCC(=C3)C)O